1-amino-4-bromo-2-methylpyridine-1-ium N[N+]1=C(C=C(C=C1)Br)C